N-(5-(3-fluorophenyl)pyridin-2-yl)-4-(2-methyl-6,7-dihydropyrazolo[1,5-a]pyrimidin-4(5H)-yl)-4-oxobutanamide FC=1C=C(C=CC1)C=1C=CC(=NC1)NC(CCC(=O)N1C=2N(CCC1)N=C(C2)C)=O